C(#N)C1=CC=2N(C=C1)N=C(C2C2CCC2)NC(CC(C)(C)C)=O N-(5-cyano-3-cyclobutylpyrazolo[1,5-a]pyridin-2-yl)-3,3-dimethylbutanamide